N-((1r,4r)-4-((8-cyanoquinolin-5-yl)oxy)cyclohexyl)-2-(4-(hydroxymethyl)piperidin-1-yl)pyrimidine-5-carboxamide C(#N)C=1C=CC(=C2C=CC=NC12)OC1CCC(CC1)NC(=O)C=1C=NC(=NC1)N1CCC(CC1)CO